FC(C(=O)O)(F)F.FC(C(=O)O)(F)F.N1N=C(C=C1)NC1=NC(=NC2=CC(=C(C=C12)OCC)Cl)C=1C=C(OCC(=O)NC(C)(C)C)C=CC1 2-(3-(4-((1H-pyrazol-3-yl)amino)-7-chloro-6-ethoxyquinazolin-2-yl)phenoxy)-N-(tert-butyl)acetamide bis-trifluoroacetic acid salt